7-chloro-N-methyl-N-(piperidin-3-yl)-1H-indole-2-carboxamide ClC=1C=CC=C2C=C(NC12)C(=O)N(C1CNCCC1)C